C(=CC)C1=CC=C(C=C1)O 4-PROPENYLPHENOL